Bis-IminoPyridine N=C1C(N=CC=C1)=N